6-Bromo-2-(4-methoxypiperidin-1-yl)-3-methylpyridine BrC1=CC=C(C(=N1)N1CCC(CC1)OC)C